ClC1=CC(=C(C=C1)N1CSC2=C1C=CC=C2)I N-(4-chloro-2-iodo-phenyl)-1,3-benzothiazole